(2,4,6-trimethylbenzoyl)bis(phenyl)phosphine oxide CC1=C(C(=O)P(C2=CC=CC=C2)(C2=CC=CC=C2)=O)C(=CC(=C1)C)C